C(#N)C1=CC(=NN1)CN(C(=O)NC1=CC(=C(C=C1)F)C(F)(F)F)C=1C=NC(=NC1)OC ((5-Cyano-1H-pyrazol-3-yl)methyl)-3-(4-fluoro-3-(trifluoromethyl)phenyl)-1-(2-methoxypyrimidin-5-yl)urea